1,4-diaminohexane NCCCC(CC)N